C(C=C)(=O)OC1=C(C=C(C=C1C(C)(C)CC)C(C)(C)CC)C(C)C1=C(C(=CC(=C1)C(C)(C)CC)C(C)(C)CC)O 2-[1-(2-hydroxy-3,5-di-t-pentylphenyl) ethyl]-4,6-di-t-pentylphenyl acrylate